ethyl (3'S,4'R,5'S)-6''-chloro-4'-(2-chloro-3-fluoropyridin-4-yl)-4,4-dimethyl-2''-oxo-1'',2''-dihydrodispiro[cyclohexane-1,2'-pyrrolidine-3',3''-indole]-5'-carboxylate ClC1=CC=C2[C@]3(C(NC2=C1)=O)C1(N[C@@H]([C@H]3C3=C(C(=NC=C3)Cl)F)C(=O)OCC)CCC(CC1)(C)C